2,6-diisopropyl-4-(3,5-dimethylphenyl)-2'-iodo-3',6'-dimethoxybiphenyl C(C)(C)C1=C(C(=CC(=C1)C1=CC(=CC(=C1)C)C)C(C)C)C1=C(C(=CC=C1OC)OC)I